4-(1-(((R)-3-hydroxybutyl)amino)ethyl)isoquinolin-1(2H)-one O[C@@H](CCNC(C)C1=CNC(C2=CC=CC=C12)=O)C